nonyl-2,5-furandimethylamine C(CCCCCCCC)C1=C(OC(=C1)CN)CN